3-cyclopropyl-4-((2-cyclopropyl-4-hydroxyphenyl)but-1,3-diyn-1-yl)-4-hydroxycyclohexa-2,5-dien-1-one C1(CC1)C1=CC(C=CC1(O)C#CC#CC1=C(C=C(C=C1)O)C1CC1)=O